Tert-butyl ((10S,13S,16S,19S)-19-(2-amino-1-hydroxy-2-oxoethyl)-2,2,13,16-tetramethyl-4,11,14,17-tetraoxo-10-palmitamido-3-oxa-5,12,15,18-tetraazatricosan-23-yl)carbamate NC(C(O)[C@@H](NC([C@@H](NC([C@@H](NC([C@H](CCCCNC(OC(C)(C)C)=O)NC(CCCCCCCCCCCCCCC)=O)=O)C)=O)C)=O)CCCCNC(OC(C)(C)C)=O)=O